ClCC(=O)NC[C@]1(CN(C[C@@H]1OC1=CC(=C(C=C1)C#N)F)S(=O)(=O)C1=C(C=C(C=C1)Cl)C#N)O 2-chloro-N-(((3R,4S)-1-((4-chloro-2-cyanophenyl)sulfonyl)-4-(4-cyano-3-fluorophenoxy)3-hydroxypyrrolidin-3-yl)methyl)acetamide